COC(=O)C=1C(NC2=CC(=CC=C2C1)OC(F)(F)F)=O 2-oxo-7-(trifluoromethoxy)-1,2-dihydroquinoline-3-carboxylic acid methyl ester